NC1=NC(=CC(=N1)N1[C@H](CCCCC1)C=1C(=NC=CC1)CO)C |r| (+-)-[3-[1-(2-amino-6-methyl-pyrimidin-4-yl)azepan-2-yl]-2-pyridinyl]methanol